(2S,4S)-4-azido-1-(6-oxo-6-undecyloxy-hexyl)pyrrolidine-2-carboxylic acid [8-(1-octylnonyloxy)-8-oxo-octyl] ester C(CCCCCCC)C(CCCCCCCC)OC(CCCCCCCOC(=O)[C@H]1N(C[C@H](C1)N=[N+]=[N-])CCCCCC(OCCCCCCCCCCC)=O)=O